4-(4-bromobutyl)styrene BrCCCCC1=CC=C(C=C)C=C1